F[C@H]1C[C@@H](N(C1)CC1=NC=CN=C1C)C(=O)NC1=CC=C(C=C1)C=1C=NC(=CC1)C(C)(C)O (2R,4S)-4-fluoro-N-(4-(6-(2-hydroxypropan-2-yl)pyridin-3-yl)phenyl)-1-((3-methylpyrazin-2-yl)methyl)pyrrolidine-2-carboxamide